ClC=1C(=NC(=NC1)N1C(C(CCC1)C)CO)NC1=CC=2C3=C(C(N(C2C=C1)C)=O)OCC([C@@H](N3)C3CC3)(F)F (2S)-10-((5-Chloro-2-(2-(hydroxymethyl)-3-methylpiperidin-1-yl)pyrimidin-4-yl)amino)-2-cyclopropyl-3,3-difluoro-7-methyl-1,2,3,4-tetrahydro-[1,4]oxazepino[2,3-c]chinolin-6(7H)-on